5,8-diethyl-7-hydroxy-dodecane-6-one oxime C(C)C(CCCC)C(C(C(CCCC)CC)O)=NO